NC1=NC=NN2C1=CC=C2[C@H]2[C@@H]([C@@H]([C@@](O2)(C#N)COP(=O)(OC2=CC=CC=C2)N[C@@H](C)C(=O)OCC(CC)(C)C)O)O 2,2-dimethylbutyl ((((2R,3S,4R,5S)-5-(4-aminopyrrolo[2,1-f][1,2,4]triazin-7-yl)-2-cyano-3,4-dihydroxytetrahydrofuran-2-yl)methoxy)(phenoxy)phosphoryl)-L-alaninate